Tetranonyl 3,3',3'',3'''-((((6-((2-(4-methylpiperazin-1-yl)ethyl)amino)-1,3,5-triazine-2,4-diyl)bis(azanediyl))bis(propane-3,1-diyl))bis(azanetriyl))tetrapropionate CN1CCN(CC1)CCNC1=NC(=NC(=N1)NCCCN(CCC(=O)OCCCCCCCCC)CCC(=O)OCCCCCCCCC)NCCCN(CCC(=O)OCCCCCCCCC)CCC(=O)OCCCCCCCCC